tert-butyl-4-[(1S)-1-(2,3-dimethylphenyl)ethyl]-1H-imidazole-3-carboxylate C(C)(C)(C)OC(=O)N1CNC=C1[C@@H](C)C1=C(C(=CC=C1)C)C